C1N(CC=2C=NC=CC21)CCOC2=CC=C(CCNC1=NC=3N(C(=N1)N)N=C(N3)C=3OC=CC3)C=C2 N5-(4-(2-(1H-pyrrolo[3,4-c]pyridin-2(3H)-yl)ethoxy)phenethyl)-2-(furan-2-yl)-[1,2,4]triazolo[1,5-a][1,3,5]triazine-5,7-diamine